O1C(=CC=C1)C1=NN2C(N=C(C=C2)NC[C@H]2CNCCO2)=C1C#N 2-(2-furyl)-5-[[(2R)-morpholin-2-yl]methylamino]pyrazolo[1,5-a]pyrimidine-3-carbonitrile